5-(6-(benzyloxy)-2-fluoro-3-(((1R,5S,6S)-3-methyl-3-azabicyclo[3.1.0]hexan-6-yl)ethynyl)phenyl)-1,2,5-thiadiazolidin-3-one 1,1-dioxide C(C1=CC=CC=C1)OC1=CC=C(C(=C1N1CC(NS1(=O)=O)=O)F)C#CC1[C@@H]2CN(C[C@H]12)C